Br.C(C)(C)N isopropylamine HBr